tert-Butyl isocyanide C(C)(C)(C)[N+]#[C-]